1,2-dibutylnaphthalene C(CCC)C1=C(C=CC2=CC=CC=C12)CCCC